ClC=1C=C2C(=NC1C1=CC=C(C=C1)C1=C(C=CC=C1)O)N=C(N2)SCP(OCC)(O)=O ethyl hydrogen (((6-chloro-5-(2'-hydroxy-[1,1'-biphenyl]-4-yl)-1H-imidazo[4,5-b]pyridin-2-yl)thio)methyl)phosphonate